magnesium ammonium phosphate tungsten [W+4].P(=O)([O-])([O-])[O-].[NH4+].[Mg+2]